N,2-dimethyl-4-((6-(1-methyl-1H-pyrazol-4-yl)pyrazolo[1,5-a]pyrazin-4-yl)oxy)butan-1-amine trifluoroacetate FC(C(=O)O)(F)F.CNCC(CCOC=1C=2N(C=C(N1)C=1C=NN(C1)C)N=CC2)C